COC(=O)N1[C@H](CCC2=C3C(=CC=C12)N(C(=N3)C[C@H]3OCCCC3)C3CCCCC3)C (1R,3R)-3-((S)-6-(Methoxycarbonyl)-7-methyl-2-(((S)-tetrahydro-2H-pyran-2-yl)methyl)-6,7,8,9-tetrahydro-3H-imidazo[4,5-f]chinolin-3-yl)cyclohexan